C1(=CC=CC=C1)NC=1N=NNC1C=O 4-(phenylamino)-1H-1,2,3-triazole-5-carbaldehyde